FC(CC[Si](OC)(OC)C)(F)F trifluoropropyl-methyl-dimethoxysilane